aluminum gallium indium tin [Sn].[In].[Ga].[Al]